Piperazine N1CCNCC1